C(C1=CC=CC=C1)N(C1=C(C(=NC=N1)N[C@H]1[C@H](CN(CC1)C(=O)OC(C)(C)C)F)[N+](=O)[O-])CC1=CC=CC=C1 |o1:15,16| Rel-tert-butyl (3S,4R)-4-{[6-(dibenzylamino)-5-nitropyrimidin-4-yl] amino}-3-fluoropiperidine-1-carboxylate